FC=1C=C2C(NN=C(C2=CC1F)C(C)N(C(=O)C=1NC2=CC(=CC=C2C1)F)C)=O N-(1-(6,7-Difluoro-4-oxo-3,4-dihydrophthalazin-1-yl)ethyl)-6-fluoro-N-methyl-1H-indole-2-carboxamide